CN1N=NC(=C1)[C@@H](C)OC=1C(=NC=C(C1)B1OC(C(O1)(C)C)(C)C)N |r| (rac)-3-[1-(1-methyl-1H-1,2,3-triazol-4-yl)ethoxy]-5-(4,4,5,5-tetramethyl-1,3,2-dioxaborolan-2-yl)pyridin-2-amine